CC1=C(C=C2CC[C@]3(CN(CC3)C(C(C)C3=CC=C(C=C3)OC(F)(F)F)=O)NC2=N1)C1=NC=CC=N1 1-[(2S)-7-methyl-6-(pyrimidin-2-yl)-3,4-dihydro-1H-spiro[1,8-naphthyridine-2,3'-pyrrolidin]-1'-yl]-2-[4-(trifluoromethoxy)phenyl]propan-1-one